C1(CC1)C(=O)NC1=CC(=C(N=N1)C(=O)NC([2H])([2H])[2H])NC1=CC=CC=2C=3C(CN(C12)C)=CN(N3)C(C)C 6-(cyclopropanecarboxamido)-4-((2-isopropyl-5-methyl-4,5-dihydro-2H-pyrazolo[4,3-c]quinolin-6-yl)amino)-N-(methyl-d3)pyridazine-3-carboxamide